OC1=C(C=C(C=C1)[N+](=O)[O-])C=NC1C(CCCC1)N=CC1=C(C=CC(=C1)[N+](=O)[O-])O N,N'-bis[(2-hydroxy-5-nitrophenyl)methylene]-1,2-diaminocyclohexane